tert-butyl 2-(2-((7-(3-(((tert-butoxycarbonyl)amino)methyl)phenyl)-2-(hydroxymethyl)benzofuran-5-yl)methoxy)phenyl)acetate C(C)(C)(C)OC(=O)NCC=1C=C(C=CC1)C1=CC(=CC=2C=C(OC21)CO)COC2=C(C=CC=C2)CC(=O)OC(C)(C)C